ClC=1C=C(C#N)C=C(C1)N1C(N(C2(C1=O)CCN(CCC2)CC2CCOCC2)CC)=O 3-chloro-5-(1-ethyl-2,4-dioxo-8-((tetrahydro-2H-pyran-4-yl)methyl)-1,3,8-triazaspiro[4.6]undec-3-yl)benzonitrile